C(C)(C)(C)C1C=2C=C(C(N(C2C2=C(C1)N1C(=N2)C(=CC(=C1)F)OC(F)F)CC1=C(C=C(C=C1)OC)OC)=O)C(=O)OC methyl 5-(tert-butyl)-11-(difluoromethoxy)-1-(2,4-dimethoxybenzyl)-9-fluoro-2-oxo-1,2,5,6-tetrahydropyrido[2',1':2,3]imidazo[4,5-h]quinoline-3-carboxylate